1,3-dimethylphenyl-imidazole CC1(CC(=CC=C1)C)C=1NC=CN1